4-[4-[6-(acryloyloxy)hexyloxy]benzoyloxy]benzene C(C=C)(=O)OCCCCCCOC1=CC=C(C(=O)OC2=CC=CC=C2)C=C1